N1=C(C=CC=C1)C1(CC1)C(=O)C=1N=C2N(N1)[C@@H](C[C@@H]2F)C2=CC=CC=C2 [1-(2-pyridinyl)cyclopropyl]-[(5S,7S)-7-fluoro-5-phenyl-6,7-dihydro-5H-pyrrolo[1,2-b][1,2,4]triazol-2-yl]methanone